CC(COCC(=O)OCC)=C ethyl 2-((2-methyl allyl)oxy)acetate